C(OCCCCCCCCCCC)(OC)=O undecyl methyl carbonate